N(=[N+]=[N-])[C@@H]1CN(C[C@H]1O)C(=O)OCC1=CC=CC=C1 trans-benzyl 3-azido-4-hydroxypyrrolidine-1-carboxylate